(E)-3-(4-methylphenyl)-1-(2,2-dimethyl-2,3-dihydrobenzofuran-5-yl)-2-(trifluoromethyl)prop-2-en-1-one CC1=CC=C(C=C1)/C=C(\C(=O)C=1C=CC2=C(CC(O2)(C)C)C1)/C(F)(F)F